CC1(N(CC(C1)CCCOC1=NC(=CC=C1)S(N)(=O)=O)C(=O)OC(C)(C)C)C tert-butyl 2,2-dimethyl-4-[3-[(6-sulfamoyl-2-pyridyl)oxy]propyl]pyrrolidine-1-carboxylate